(4aR,8aS)-6-[rel-(3R,4R)-4-[(2-chloro-4-fluoro-phenoxy)methyl]-3-methyl-piperidine-1-carbonyl]-4,4a,5,7,8,8a-hexahydropyrido[4,3-b][1,4]oxazin-3-one ClC1=C(OC[C@H]2[C@H](CN(CC2)C(=O)N2C[C@@H]3[C@@H](OCC(N3)=O)CC2)C)C=CC(=C1)F |o1:5,6|